2,3-dihydro-benzo[1,4]dioxine-6-carboxylic acid [2-(1,1-dioxo-thiomorpholin-4-yl)-benzooxazol-5-yl]-amide O=S1(CCN(CC1)C=1OC2=C(N1)C=C(C=C2)NC(=O)C2=CC1=C(OCCO1)C=C2)=O